CC1(CC(=CC=C1)C1=CC=CC=C1)C 3,3-dimethyl-biphenyl